1-(4-bromophenyl)-4,4-difluorobutane-1,3-dione BrC1=CC=C(C=C1)C(CC(C(F)F)=O)=O